2-(3-(difluoromethyl)-1H-indazol-1-yl)acetic acid FC(C1=NN(C2=CC=CC=C12)CC(=O)O)F